N1-mesitylbenzene-1,2-diamine C1(=C(C(=CC(=C1)C)C)NC=1C(=CC=CC1)N)C